3-[2-Ethyl-4-{2-[(5-Fluoropyridin-2-yl)amino]-2-oxoethyl}-5,8-dioxo-5,8-dihydro-4H-pyrazolo[1,5-a]pyrrolo[3,4-d]pyrimidin-6(7H)-yl]azetidine-1-carboxylic acid tert-butyl ester C(C)(C)(C)OC(=O)N1CC(C1)N1C(C=2N(C=3N(C(C2C1)=O)N=C(C3)CC)CC(=O)NC3=NC=C(C=C3)F)=O